dihydrospiro[cyclohexane-1,3'-indole] N1CC2(C3=CC=CC=C13)CCCCC2